(3-(5-fluoro-2-methylphenoxy)propyl)carbamic acid tert-butyl ester C(C)(C)(C)OC(NCCCOC1=C(C=CC(=C1)F)C)=O